(4-(7-(3-(2,3-dihydrobenzo[b][1,4]dioxin-6-yl)-2-methylphenyl)imidazo[1,2-a]pyridin-3-yl)benzyl)morpholine-3-carboxylic acid O1C2=C(OCC1)C=C(C=C2)C=2C(=C(C=CC2)C2=CC=1N(C=C2)C(=CN1)C1=CC=C(CN2C(COCC2)C(=O)O)C=C1)C